FC(C1=CC=CC(=N1)NC(=O)[C@@H]1CC12CCN(CC2)C(=O)OC(C(F)(F)F)C(F)(F)F)(F)F |r| 1,1,1,3,3,3-hexafluoropropan-2-yl (±)-1-((6-(trifluoromethyl)pyridin-2-yl)carbamoyl)-6-azaspiro[2.5]octane-6-carboxylate